2-isopropyl-4-(1,1,2,2,2-pentafluoroethyl)imidazo[1,2-a]1,8-naphthyridine-8-carbohydrazide C(C)(C)C=1C=C(C=2C=CC=3N(C2N1)C=C(N3)C(=O)NN)C(C(F)(F)F)(F)F